NC1=CC=NC2=CC(=CC=C12)Br 4-amino-7-bromoquinoline